S1(C(C=CC=C1)=O)(=O)=O thiainetrione